BrC=1C=C2C(=NC=NC2=CC1)NC=1C=C(C(=O)O)C=CC1 3-[(6-bromoquinazolin-4-yl)amino]benzoic acid